C1N(CCC2=CC=CC=C12)C[C@H](CN1C(C2=CC=C(C=C2C2(C1)CC2)C(=O)N2CCC1(CC(C1)C#N)CC2)=O)O (R)-7-(2'-(3-(3,4-dihydroisoquinolin-2(1H)-yl)-2-hydroxypropyl)-1'-oxo-2',3'-dihydro-1'H-spiro[cyclopropane-1,4'-isoquinolin]-6'-ylcarbonyl)-7-azaspiro[3.5]nonane-2-carbonitrile